N-[2-[6-[4-[4-[(2,6-dioxo-3-piperidyl)amino]phenyl]-1-piperidyl]hexyl]-7-isopropoxy-imidazo[1,2-a]pyridin-6-yl]-6-(trifluoromethyl)pyridine-2-carboxamide O=C1NC(CCC1NC1=CC=C(C=C1)C1CCN(CC1)CCCCCCC=1N=C2N(C=C(C(=C2)OC(C)C)NC(=O)C2=NC(=CC=C2)C(F)(F)F)C1)=O